(R)-7-chloro-4-hydroxy-8-((2-hydroxy-3-methoxypropyl)thio)-6-(trifluoromethyl)quinazolin-2(1H)-one ClC1=C(C=C2C(=NC(NC2=C1SC[C@@H](COC)O)=O)O)C(F)(F)F